C(C)(C)(C)NC(=O)N1CCNCC1 N-(tert-butyl)piperazine-1-carboxamide